(methylamino)nicotinic acid CNC1=C(C(=O)O)C=CC=N1